6-fluoro-3,3-dimethylisochroman-1-one FC=1C=C2CC(OC(C2=CC1)=O)(C)C